(5-(2,5-bis(4-toluenesulfonyloxy)benzenesulfonyl)oxyimino-5H-thiophen-2-ylidene)phenylacetonitrile CC1=CC=C(C=C1)S(=O)(=O)OC1=C(C=C(C=C1)OS(=O)(=O)C1=CC=C(C)C=C1)S(=O)(=O)ON=C1C=CC(S1)=C(C#N)C1=CC=CC=C1